CC(C(C1=NC=2C(=NC(=CC2N2CCOCC2)NN=C(C)C=2C=C(C=CC2)C)N1C)NC(C)=O)C N-(2-methyl-1-(3-methyl-7-morpholino-5-(2-(1-(m-tolyl)ethylidene)hydrazinyl)-3H-imidazo[4,5-b]pyridin-2-yl)propyl)acetamide